C1(CC1)COC=1C=C(C=CC1OC)C(CN1C(=CC(C=C1C)=C=O)C)OC(C#CC)=O (1-(3-cyclopropylmethoxy-4-methoxyphenyl)-2-(2,6-dimethyl-4-carbonylpyridin-1(4H)-yl)ethyl)but-2-ynoate